CS(=O)(=O)NC=1C=C(C=CC1)NC(=O)C1=CC(=CS1)C1=CC=C(C=N1)N1CCN(CC1)C(=O)OC(C)(C)C tert-butyl 4-(6-{5-[(3-methanesulfonamidophenyl) carbamoyl]thiophen-3-yl}pyridin-3-yl)piperazine-1-carboxylate